CC1=C(C=CC=C1C)CCC(=O)N1CCN(CC1)C1=NC=C(C=C1)O 3-(2,3-Dimethylphenyl)-1-[4-(5-hydroxypyridin-2-yl)-piperazin-1-yl]-propan-1-one